BrC=1C=NN2C1C=CC(=C2)OCCN2CCOCC2 4-[2-(3-bromopyrazolo[1,5-a]pyridin-6-yl)oxyethyl]morpholine